5-(2,2-difluoroethoxy)-4-ethyl-6-methoxy-N,N-bis[(4-methoxyphenyl)methyl]pyrimidin-2-amine FC(COC=1C(=NC(=NC1OC)N(CC1=CC=C(C=C1)OC)CC1=CC=C(C=C1)OC)CC)F